CC1(N2C3=NC=CC=C3C(NS(C3=CC=CC(NC(CCC(C1)C2)C2=CC=CC=C2)=N3)(=O)=O)=O)C 12,12-dimethyl-17-phenyl-2λ6-thia-3,9,11,18,23-pentaazatetracyclo[17.3.1.111,14.05,10]tetracosa-1(22),5,7,9,19(23),20-hexaene-2,2,4-trione